cis-platinum [NH3][Pt@SP1]([NH3])(Cl)Cl